O[C@@]1(CN(CCCC1)C(=O)OC(C)(C)C)C tert-butyl (S)-6-hydroxy-6-methyl-4,4-oxazepane-4-carboxylate